3-(chloromethyl)-7,8-dimethyl-4H-chromen ClCC1=COC2=C(C(=CC=C2C1)C)C